C1(CC1)CNC=1C=CC=C2C(C(N(C12)C(=O)OC(C)(C)C)=O)(C)C tert-butyl 7-((cyclopropylmethyl) amino)-3,3-dimethyl-2-oxoindoline-1-carboxylate